C1(=CC=CC=C1)C(C1=CC=CC=C1)=NC1=CC(=C2CN(C(NC2=C1)=O)C1CCC(CC1)C(=O)O)C (1s,4s)-4-(7-(diphenylmethyleneamino)-5-methyl-2-oxo-1,2-dihydroquinazolin-3(4H)-yl)cyclohexanecarboxylic acid